NCC1(CCN(CC1)C(=O)C=1C2=C(N(N1)CC(=O)N1CCN(CC1)C1=C(C(=CC=C1)C)C)C[C@@H]1[C@H]2C1)O 2-{(3bR,4aR)-3-[4-(Aminomethyl)-4-hydroxypiperidin-1-carbonyl]-3b,4,4a,5-tetrahydro-1H-cyclopropa[3,4]cyclopenta[1,2-c]pyrazol-1-yl}-1-[4-(2,3-dimethylphenyl)piperazin-1-yl]ethan-1-on